C1(CC1)C=1C=C(C(=NC1)C(=O)N([C@@H]1CNC[C@@H](C1)C1=NOC(=N1)C)CC(C)C)NC1CC(C1)OC 5-cyclopropyl-N-isobutyl-3-(((1r,3s)-3-methoxycyclobutyl)amino)-N-((3s,5r)-5-(5-methyl-1,2,4-oxadiazol-3-yl)piperidin-3-yl)pyridinecarboxamide